3,6-dihydroxy-2,7-naphthalenedisulfonate OC=1C(=CC2=CC(=C(C=C2C1)O)S(=O)(=O)[O-])S(=O)(=O)[O-]